2-(benzyloxy)-2-oxoethyl (2S)-2-[[(tert-butoxy) carbonyl] (methyl) amino]-4-methylpentanoate C(C)(C)(C)OC(=O)N([C@H](C(=O)OCC(=O)OCC1=CC=CC=C1)CC(C)C)C